ClC=1N=C(C2=C(N1)SC=C2)NC2=NNC(=C2)C 2-chloro-N-(5-methyl-1h-pyrazol-3-yl)thieno[2,3-d]pyrimidin-4-amine